2-(cyclopropylmethyl)-6-(4-ethyl-3-(hydroxymethyl)-5-oxo-4,5-dihydro-1H-1,2,4-triazol-1-yl)-7-fluoro-4-isopropylisoquinolin-1(2H)-one C1(CC1)CN1C(C2=CC(=C(C=C2C(=C1)C(C)C)N1N=C(N(C1=O)CC)CO)F)=O